3-Butyl-3-ethyl-5-(4-fluorophenyl)-8-(hydroxymethyl)-7-methoxy-2,3,4,5-tetrahydro-1,5-benzothiazepine 1,1-dioxide C(CCC)C1(CS(C2=C(N(C1)C1=CC=C(C=C1)F)C=C(C(=C2)CO)OC)(=O)=O)CC